(1R,3S)-N1-methyl-N3-({4-[2-(morpholin-4-yl)ethoxy]phenyl}methyl)-N1-[6-(2,2,2-trifluoroethyl)thieno[2,3-d]pyrimidin-4-yl]cyclopentane-1,3-diamine hydrochloride Cl.CN([C@H]1C[C@H](CC1)NCC1=CC=C(C=C1)OCCN1CCOCC1)C=1C2=C(N=CN1)SC(=C2)CC(F)(F)F